BrC=1C=C2/C(/OC(C2=CC1)=O)=C/N(C)C (Z)-5-bromo-3-((dimethylamino)methylene)isobenzofuran-1(3H)-one